3-[2-Cyclopentyl(hydroxy)phenylacetoxy]-1,1-dimethylpyrrolidinium bromide [Br-].C1(CCCC1)C1=C(C=CC=C1)C(C(=O)OC1C[N+](CC1)(C)C)O